NC1=C2C(=NC=N1)N(N=C2C2=CC=C(C=C2)OC2=CC=CC=C2)CC2N(CCC2)C(=O)C(C#N)=CC(C)(C)C 2-(2-((4-amino-3-(4-phenoxyphenyl)-1H-pyrazolo[3,4-d]pyrimidin-1-yl)methyl)pyrrolidine-1-carbonyl)-4,4-dimethylpent-2-enenitrile